C12COCCC2(O1)C1=NC(=CC=C1)F (3,7-dioxabicyclo[4.1.0]hept-6-yl)-6-fluoropyridine